C(C)(C)(C)OC(=O)N1CCN(C(CC1)=O)C1=NC=CC(=C1)B(O)O (2-(4-(tert-butoxycarbonyl)-7-oxo-1,4-diazepan-1-yl)pyridin-4-yl)boronic acid